NC1=NN(C(=C1)C1=CC(=CC=C1)OC)C(=O)C1=CC(=C(C=C1)OC)OC (3-amino-5-(3-methoxyphenyl)-1H-pyrazol-1-yl)(3,4-dimethoxyphenyl)methanone